3-(4-methylpiperazin-1-yl)-2-(pyridin-3-yl)propionic acid CN1CCN(CC1)CC(C(=O)O)C=1C=NC=CC1